4-[(3-{4-chloro-1H-pyrrolo[3,2-c]pyridin-3-yl}phenoxy)methyl]-1-(trifluoromethyl)-1H-pyrazole ClC1=NC=CC2=C1C(=CN2)C=2C=C(OCC=1C=NN(C1)C(F)(F)F)C=CC2